Diisobutyl-(3-(10-(naphthalen-2-yl)anthracen-9-yl)phenyl)phosphine oxide C(C(C)C)P(C1=CC(=CC=C1)C=1C2=CC=CC=C2C(=C2C=CC=CC12)C1=CC2=CC=CC=C2C=C1)(CC(C)C)=O